cis-N-methyl-4-(3,4-dichlorophenyl)-1,2,3,4-tetrahydro-1-naphthylamine CN[C@@H]1CC[C@@H](C2=CC=CC=C12)C1=CC(=C(C=C1)Cl)Cl